BrC1=CC=2C3=C(C=NC2C=C1F)N(C(C31CC(C1)C1=CC(=CC=C1)Cl)=O)C 8'-Bromo-3-(3-chlorophenyl)-7'-fluoro-3'-methylspiro[cyclobutane-1,1'-pyrrolo[2,3-c]quinolin]-2'(3'H)-one